O=C1NC(=NC2=CC=CC=C12)C(C)SC1=NN=C(S1)NC(C1=CC=CC=C1)=O N-(5-{[1-(4-oxo-3,4-dihydro-2-quinazolinyl)ethyl]thio}-1,3,4-thiadiazol-2-yl)benzamide